ClC=1C=C2C(=C(C=NC2=CC1)C1CN(CC1)C(=O)OC(C)(C)C)NC1=C(C=C(C=C1)Cl)C(=O)OC tert-butyl 3-[6-chloro-4-(4-chloro-2-methoxy carbonyl-anilino)-3-quinolyl]pyrrolidine-1-carboxylate